aza-tetracene N1=CC=CC2=CC3=CC4=CC=CC=C4C=C3C=C12